3-(Naphthalen-2-ylsulfonyl)acrylic acid (E)-methyl ester COC(\C=C\S(=O)(=O)C1=CC2=CC=CC=C2C=C1)=O